C(C)OC(=O)C1OC1C1=CC=C(C=C1)OCCOCC.C(C)OCCOC1=CC=C(C=C1)CC(C(=O)OCC)O ethyl 3-[4-(2-ethoxyethoxy)phenyl]-2-hydroxypropanoate ethyl-3-[4-(2-ethoxyethoxy)phenyl]oxirane-2-carboxylate